N-ethyl-7-(2-(4-fluoro-2,6-dimethylphenoxy)-5-(prop-1-en-2-yl)phenyl)-5-methyl-4-oxo-4,5-dihydrothieno[3,2-c]pyridine-2-carboxamide C(C)NC(=O)C1=CC=2C(N(C=C(C2S1)C1=C(C=CC(=C1)C(=C)C)OC1=C(C=C(C=C1C)F)C)C)=O